3-Formyl-tetrahydrofuran C(=O)C1COCC1